3-hydroxy-1,2,3-benzotriazin-4(3H)-one ON1N=NC2=C(C1=O)C=CC=C2